C[C@@H]1CN(CCC1)CC=1NC=2C(N(C=C(C2C1)C#N)C1=NC(=CC(=C1)C1=C(C=NN1C)C(=O)N1CC(C1)F)C1CC1)=O 2-{[(S)-3-methyl-1-piperidyl]methyl}-6-(6-cyclopropyl-4-{4-[(3-fluoro-1-azetidinyl)carbonyl]-1-methyl-5-pyrazolyl}-2-pyridyl)-7-oxo-1,6-dihydro-1,6-diaza-4-indenecarbonitrile